ethyloxet C(C)C1OC=C1